OCC1=C(C=CC(=C1)CO)O 2,4-dihydroxymethyl-phenol